2-[4-(Benzylsulfanyl)-2,6-difluorophenyl]-4-methylquinoline-7-carboxylic acid methyl ester COC(=O)C1=CC=C2C(=CC(=NC2=C1)C1=C(C=C(C=C1F)SCC1=CC=CC=C1)F)C